N,N-dimethyl-4-((9Z,12Z)-octadec-9,12-dien-1-yl)docosa-3,13,16-trien-1-amine CN(CCC=C(CCCCCCCCC=CCC=CCCCCC)CCCCCCCC\C=C/C\C=C/CCCCC)C